4-(6-(4-carbamoyl-1H-imidazol-1-yl)pyridin-2-yl)piperazine-1-carboxylic acid tert-butyl ester C(C)(C)(C)OC(=O)N1CCN(CC1)C1=NC(=CC=C1)N1C=NC(=C1)C(N)=O